[3-({2-[(6-methoxy-2-methyl-1,2,3,4-tetrahydroisoquinolin-7-yl)amino]quinazolin-7-yl}amino)phenyl]methanol COC=1C=C2CCN(CC2=CC1NC1=NC2=CC(=CC=C2C=N1)NC=1C=C(C=CC1)CO)C